2-(1-(1-(tert-butoxycarbonyl)piperidin-3-yl)-1H-pyrrolo[3,2-c]pyridin-3-yl)-5-fluorobenzoic acid C(C)(C)(C)OC(=O)N1CC(CCC1)N1C=C(C=2C=NC=CC21)C2=C(C(=O)O)C=C(C=C2)F